5-amino-N-(5-(4-amino-1H-1,2,3-triazol-1-yl)-2-(4-methylpiperazin-1-yl)phenyl)-2-chloro-4-fluoro-3-methylbenzamide NC=1C(=C(C(=C(C(=O)NC2=C(C=CC(=C2)N2N=NC(=C2)N)N2CCN(CC2)C)C1)Cl)C)F